BrC1=CC=C(C=C1)OC([2H])([2H])[2H] 1-bromo-4-(methoxy-d3)benzene